2-(2-chlorophenyl)-1-hydroxy-4-methyl-1H-imidazole-5-carboxylic acid ethyl ester C(C)OC(=O)C1=C(N=C(N1O)C1=C(C=CC=C1)Cl)C